(S)-2-((1-methyl-1H-indazol-3-yl)amino)-4-((2-(pyridin-2-yloxy)ethyl)(4-(5,6,7,8-tetrahydro-1,8-naphthyridin-2-yl)butyl)amino)butanoic acid CN1N=C(C2=CC=CC=C12)N[C@H](C(=O)O)CCN(CCCCC1=NC=2NCCCC2C=C1)CCOC1=NC=CC=C1